C(=O)N1C=2C(NC(=NC2NCC1CNC1=CC=C(C(N[C@@H](CCC(=O)[O-])C(=O)O)=O)C=C1)N)=O 5-formyltetrahydrofolate